(S)-4-((2-fluoropyridin-3-yl)methyl)-N-(7-(3-hydroxy-3-methylbut-1-yn-1-yl)-5-methyl-4-oxo-2,3,4,5-tetrahydrobenzo[b][1,4]oxazepin-3-yl)pyridineamide FC1=NC=CC=C1CC1=CC(=NC=C1)C(=O)N[C@@H]1C(N(C2=C(OC1)C=CC(=C2)C#CC(C)(C)O)C)=O